2-(2,5-diamino-4-methoxyphenyl)propane-1,3-diol NC1=C(C=C(C(=C1)OC)N)C(CO)CO